FCC1=CC=C(C#N)C=C1 Para-fluoromethylbenzonitrile